C(C)OC(=O)C1=C(N=C(S1)NC1=NC(=CC(=N1)N1CCN(CC1)C)N(CC=1C=NC=CC1)C)C 4-methyl-2-[[4-(4-methyl-1-piperazinyl)-6-[methyl-(3-pyridylmethyl)amino]-2-pyrimidinyl]amino]-5-thiazolecarboxylic acid ethyl ester